1-(6-(4-(2-amino-3-nitropyridin-4-yl)-1H-pyrazol-1-yl)pyridin-3-yl)pyridine ethyl-2-(4-bromo-3-oxo-1-thioxo-isoindolin-2-yl)acetate C(C)OC(CN1C(C2=CC=CC(=C2C1=O)Br)=S)=O.NC1=NC=CC(=C1[N+](=O)[O-])C=1C=NN(C1)C1=CC=C(C=N1)N1CC=CC=C1